(3R)-3-amino-7-(5-tert-butyl-1,3,4-oxadiazol-2-yl)-5-[(3,4-difluorophenyl)methyl]-8-fluoro-1,1-dioxo-2,3-dihydro-1lambda6,5-benzothiazepin-4-one N[C@H]1CS(C2=C(N(C1=O)CC1=CC(=C(C=C1)F)F)C=C(C(=C2)F)C=2OC(=NN2)C(C)(C)C)(=O)=O